(Z)-2-Cyano-3-hydroxy-3-(5-methylisoxazol-4-yl)-N-(4-(methylthio)phenyl)acrylamide C(#N)/C(/C(=O)NC1=CC=C(C=C1)SC)=C(\C=1C=NOC1C)/O